NC1CN(CCC1F)C=1C2=C(N=CN1)C(=CC(=N2)C2=CC=C(C=C2)CN2CCOCC2)C(=O)N 4-(3-amino-4-fluoropiperidin-1-yl)-6-[4-(morpholin-4-ylmethyl)phenyl]pyrido[3,2-d]pyrimidine-8-carboxamide